C(C)(C)(C)OC(=O)N1CCC(=CC1)C1=C(C=C(C=C1)NC(=O)C1=CC(=C(C=C1)C=1CCN(CC1)C(=O)OC(C)(C)C)Cl)C tert-butyl 4-{4-[(4-{1-[(tert-butoxy) carbonyl]-1,2,3,6-tetrahydropyridin-4-yl}-3-methylphenyl)carbamoyl]-2-chlorophenyl}-1,2,3,6-tetrahydropyridine-1-carboxylate